CC=1C(C(=C(C(C1C)=O)C)CC=C(CC\C=C(\CCC=C(C)C)/C)C)=O 2,3,5-trimethyl-6-((6E)-3,7,11-trimethyldodeca-2,6,10-trien-1-yl)cyclohexa-2,5-diene-1,4-dione